(2-methylbenz[d]oxazol-5-yl)methanol CC=1OC2=C(N1)C=C(C=C2)CO